para-amino-benzoic acid NC1=CC=C(C(=O)O)C=C1